COC1=CC(=C(C=C1)B(O)O)C(=O)OC (4-methoxy-2-(methoxycarbonyl)phenyl)boronic acid